C1(CC1)C1=NN2C(C=C(C(=C2)NC2=NC=C3N(C(N(C3=N2)C2(CCOCC2)C#N)=O)C)C)=N1 4-(2-((2-cyclopropyl-7-methyl-[1,2,4]triazolo[1,5-a]pyridin-6-yl)amino)-7-methyl-8-oxo-7,8-dihydro-9H-purin-9-yl)tetrahydro-2H-pyran-4-carbonitrile